C(C)(C)(C)OC(=O)N1CC(CC1)COC1=CC(=CC(=C1)Cl)N.OC1=NC(=NC=C1)NC(C1=CC=C(C=C1)OC1=CC=CC=C1)=O 4-hydroxy-2-(4-phenoxybenzamido)pyrimidine tert-butyl-3-((3-amino-5-chlorophenoxy)methyl)pyrrolidine-1-carboxylate